ClC=1C(=C(C=2CCCC2C1)C(=O)OC)OS(=O)(=O)C(F)(F)F methyl 6-chloro-5-(trifluoromethylsulfonyloxy)-2,3-dihydro-1H-indene-4-carboxylate